C(C=C)(=O)OCCCCCC(=O)O.C(C=C)(=O)OCCCCCC(=O)O.OCC(C(=O)OC(C(CO)(C)C)=O)(C)C hydroxypivaloyl hydroxypivalate bis[6-(acryloyloxy) hexanoate]